1-(4-chloro-2-fluoro-3-(3-(piperazin-1-yl)quinoxaline-6-carbonyl)phenyl)-3-(4-chloro-3-(trifluoromethyl)phenyl)urea ClC1=C(C(=C(C=C1)NC(=O)NC1=CC(=C(C=C1)Cl)C(F)(F)F)F)C(=O)C=1C=C2N=C(C=NC2=CC1)N1CCNCC1